(2S,4S)-4-azido-1-(2-bromoacetyl)pyrrolidine-2-carbonitrile N(=[N+]=[N-])[C@H]1C[C@H](N(C1)C(CBr)=O)C#N